C(C)(=O)NC=1C(=CC(=C(C1)NN=C(C(=O)O)C)Cl)Cl 2-(2-(5-acetamido-2,4-dichlorophenyl)hydrazono)propanoic acid